1-(3-((5-bromo-2-((2-isopropyl-4-(4-methylpiperazin-1-yl)phenyl)amino)pyrimidin-4-yl)amino)propyl)piperidin-2-one BrC=1C(=NC(=NC1)NC1=C(C=C(C=C1)N1CCN(CC1)C)C(C)C)NCCCN1C(CCCC1)=O